ClC=1C=C(C=NC1)S(=O)(=O)NC1=C(C=C(C=C1F)C#CC1=CC=CC=C1)F 5-chloro-N-[2,6-difluoro-4-(2-phenylethynyl)phenyl]pyridine-3-sulfonamide